C(=O)(O)C1=CC=C(C=C1)C1(C(=O)O)CC(=CC(=C1)C1=CC=C(C=C1)C(=O)O)C1=CC=C(C=C1)C(=O)O 1,3,5-tri(4-carboxyphenyl)benzoic acid